C(#N)C[C@@H]1N(CCN(C1)C1=NC(=NC2=C(C(=CC=C12)C1=CC=CC2=CC=CC(=C12)Cl)F)OC[C@H]1N(CCC1)C)C(=O)OCC1=CC=CC=C1 benzyl (S)-2-(cyanomethyl)-4-(8-fluoro-7-(8-chloronaphthalen-1-yl)-2-(((S)-1-methylpyrrolidin-2-yl)methoxy)quinazolin-4-yl)piperazine-1-carboxylate